6-fluoro-1,4,4,9-tetramethyl-8-(1-methylsulfonyl-1H-indazol-4-yl)-5H-[1,2,4]triazolo[4,3-a]quinoxaline FC1=C2NC(C=3N(C2=C(C(=C1)C1=C2C=NN(C2=CC=C1)S(=O)(=O)C)C)C(=NN3)C)(C)C